C(C)OC1O[C@@H]([C@H]2O[C@H](OC[C@]21OCOCC[Si](C)(C)C)C2=CC=C(C=C2)OC)CI (2-{[((2s,4as,7s,7ar)-5-ethoxy-7-(iodomethyl)-2-(4-methoxyphenyl)dihydro-4h-furo[3,4-d][1,3]-dioxin-4a(5h)-yl)oxy]methoxy}ethyl)(trimethyl)silane